C1(CCC1)OC1=C(C=C(CNC(N(CC2N(CCC2)C)CC2=CC=C(C=C2)F)=O)C=C1)F 3-(4-Cyclobutoxy-3-fluorobenzyl)-1-(4-fluorobenzyl)-1-((1-methylpyrrolidin-2-yl)methyl)urea